1-benzyl-N5-(1-isobutylcyclopropyl)-N3-methyl-2-oxo-1,2-dihydropyridine-3,5-dicarboxamide C(C1=CC=CC=C1)N1C(C(=CC(=C1)C(=O)NC1(CC1)CC(C)C)C(=O)NC)=O